2-(2,6-dioxopiperidin-3-yl)-4-((6-methoxy-1-(tetrahydro-2H-pyran-4-yl)-1H-indazol-5-yl)amino)isoindoline-1,3-dione O=C1NC(CCC1N1C(C2=CC=CC(=C2C1=O)NC=1C=C2C=NN(C2=CC1OC)C1CCOCC1)=O)=O